C(C)(C)(C)P(C(C)(C)C)CC1=C(C=CC=C1)CP(C(C)(C)C)C(C)(C)C 1,2-bis(di-tert-butylphosphinomethyl)benzene